FC1=CC(=C(C=C1F)N[C@@H](C)C(=O)OCC)I ethyl (4,5-difluoro-2-iodophenyl)alaninate